FC1=C(SC(=C1)CNC)S(=O)(N)=NC(NC1=C2CCCC2=CC=2CCCC12)=O 3-Fluoro-N'-((1,2,3,5,6,7-hexahydro-s-indacen-4-yl)carbamoyl)-5-((methylamino)methyl)thiophene-2-sulfonimidamide